dibarium pyrophosphate [O-]P([O-])(=O)OP(=O)([O-])[O-].[Ba+2].[Ba+2]